(5-bromo-3-((2,6-dimethoxyphenyl)amino)pyrazin-2-yl)-6-ethoxypyridinecarboxamide BrC=1N=C(C(=NC1)C=1C(=NC(=CC1)OCC)C(=O)N)NC1=C(C=CC=C1OC)OC